[4-[4-[(4R)-3,3-difluoro-4-piperidinyl]piperazin-1-yl]-3-methyl-2-oxo-benzimidazol-1-yl]piperidine-2,6-dione FC1(CNCC[C@H]1N1CCN(CC1)C1=CC=CC=2N(C(N(C21)C)=O)N2C(CCCC2=O)=O)F